C1(CCCCC1)C(NC(=O)C=1C(=NOC1)C)C1=NC2=C(N1)C=CC(=C2F)C2CCOCC2 N-{cyclohexyl-[4-fluoro-5-(tetrahydropyran-4-yl)-1H-benzoimidazol-2-yl]methyl}-3-methylisoxazole-4-carboxamide